OCCC1=C(C=CC=C1)S hydroxylethylbenzenethiol